[C@@H]12N(C[C@@H](NC1)CC2)C=2N=C1C(=NC2)N=C(C=C1)SC1=C(C(=NC=C1)N)Cl 4-((2-((1S,4S)-2,5-diazabicyclo[2.2.2]oct-2-yl)pyrido[2,3-b]pyrazin-6-yl)thio)-3-chloropyridin-2-amine